1,6-dimethyl-2-((5-methyl-2-benzoxazolyl)-thioacetaminomethyl)-3-hydroxy-4-pyridone CN1C(=C(C(C=C1C)=O)O)C(NC(=S)C)C=1OC2=C(N1)C=C(C=C2)C